1-(2S,3S)-ethyl 3-((5-fluoro-2-(2-fluoro-5-trityl-5H-pyrrolo[2,3-b]pyrazin-7-yl)-6-(thiophen-2-yl)pyrimidin-4-yl)amino)bicyclo[2.2.2]octane-2-carboxylate FC=1C(=NC(=NC1C=1SC=CC1)C1=CN(C2=NC=C(N=C21)F)C(C2=CC=CC=C2)(C2=CC=CC=C2)C2=CC=CC=C2)N[C@@H]2[C@H](C1CCC2CC1)C(=O)OCC